tert-butyl (SR)-1-(1-benzyloxycarbonylazetidin-3-yl)-5-methyl-5,7-dihydro-4H-pyrazolo[3,4-c]pyridine-6-carboxylate C(C1=CC=CC=C1)OC(=O)N1CC(C1)N1N=CC2=C1CN([C@H](C2)C)C(=O)OC(C)(C)C |r|